N1=C(C=NC=C1)N1CC2=C(CC1)NC=N2 5-(pyrazin-2-yl)-4,5,6,7-tetrahydro-1H-imidazo[4,5-c]pyridine